C(C)(C)(C)OC(NC1CC2=CC=C(C=C2C1)Cl)=O (5-chloro-2,3-dihydro-1H-inden-2-yl)carbamic acid tert-butyl ester